(S)-2-(2-(1-amino-5-(tert-butoxy)-1,5-dioxopentan-2-yl)-1-oxoisoindolin-5-yl)-2,7-diazaspiro[3.5]nonene-7-carboxylic acid tert-butyl ester C(C)(C)(C)OC(=O)N1C=CC2(CN(C2)C=2C=C3CN(C(C3=CC2)=O)[C@H](C(=O)N)CCC(=O)OC(C)(C)C)CC1